5-(4-(((1r,4r)-4-(4'-bromo-5'-oxo-5'H-spiro[cyclohexane-1,7'-indolo[1,2-a]quinazolin]-10'-yl)cyclohexyl)methyl)piperazin-1-yl)-2-(2,6-dioxopiperidin-3-yl)isoindoline-1,3-dione BrC=1C=2C(N=C3N(C2C=CC1)C1=CC(=CC=C1C31CCCCC1)C1CCC(CC1)CN1CCN(CC1)C=1C=C3C(N(C(C3=CC1)=O)C1C(NC(CC1)=O)=O)=O)=O